ClC(C)C1=CC=C(C=C1)C(C)(C)N1CCOCC1 4-(2-(4-(1-chloroethyl)phenyl)propan-2-yl)morpholine